4-(2-(2-(((1-aminoisoquinolin-6-yl)methyl)carbamoyl)thiazol-4-yl)ethyl)piperidine-1-carboxylic acid tert-butyl ester C(C)(C)(C)OC(=O)N1CCC(CC1)CCC=1N=C(SC1)C(NCC=1C=C2C=CN=C(C2=CC1)N)=O